4-bromo-5-(1,3-dihydro-2-benzofuran-4-yl)-1-methylpyridin-2-one BrC1=CC(N(C=C1C1=CC=CC=2COCC21)C)=O